3-(3-((4-methoxybenzyl)oxy)propyl)docosa-13,16-dienoic acid ethyl ester C(C)OC(CC(CCCCCCCCCC=CCC=CCCCCC)CCCOCC1=CC=C(C=C1)OC)=O